N-(oxetan-3-yl)-4-(trifluoromethyl)picolinamide O1CC(C1)NC(C1=NC=CC(=C1)C(F)(F)F)=O